[5-(difluoromethoxy)-3-fluoro-6-methoxy-2-pyridinyl]amine FC(OC=1C=C(C(=NC1OC)N)F)F